6-(Trifluoromethoxy)-8-[4-(trifluoromethyl)phenyl]quinoline FC(OC=1C=C2C=CC=NC2=C(C1)C1=CC=C(C=C1)C(F)(F)F)(F)F